(5Z)-2-[(2,3-dihydroxypropyl)amino]-5-[(1-methyl-5-nitro-1H-imidazol-2-yl)methylidene]thiazol-4(5H)-one OC(CNC=1S\C(\C(N1)=O)=C/C=1N(C(=CN1)[N+](=O)[O-])C)CO